N1CCC(CC1)C(=O)OCC ethyl 4-piperidinate